2-ethyl-2-methoxy-1,3-dioxolane C(C)C1(OCCO1)OC